7-chloro-8-fluoro-5-methoxy-2-(methylthio)pyrido[4,3-d]pyrimidin-4-ol ClC1=C(C=2N=C(N=C(C2C(=N1)OC)O)SC)F